C(CCCCC)C(COC(CCCCCCBr)=O)CCCCCCCC.BrCCCCCCC(=O)OCC(CCCCCCCC)CCCCCC 2-hexyldecyl 7-bromoheptanoate 2-Hexyldecyl-7-bromoheptanoate